(4R and S,5'R)-6-Chloro-5-fluoro-5'-methylspiro[benzo[d][1,3]oxazine-4,3'-piperidin]-2(1H)-one ClC1=C(C2=C(NC(O[C@@]23CNC[C@@H](C3)C)=O)C=C1)F |&1:8|